4-phenoxy-5-sulfamylbenzoic acid O(C1=CC=CC=C1)C1=CC=C(C(=O)O)C=C1S(N)(=O)=O